C1=C(C=CC=2C3=CC=CC=C3NC12)CC(=O)NCC1=CC(=CC=C1)F 2-(9H-carbazol-2-yl)-N-(3-fluorobenzyl)acetamide